1-(2-bromo-4-fluoro-phenyl)ethanone BrC1=C(C=CC(=C1)F)C(C)=O